(7R,14R)-11-(3-((tert-butyldimethylsilyl)oxy)prop-1-yn-1-yl)-6-(methyl-d3)-1-(prop-1-yn-1-yl)-6,7-dihydro-7,14-methanobenzo[f]benzo[4,5]imidazo[1,2-a][1,4]diazocin-5(14H)-one [Si](C)(C)(C(C)(C)C)OCC#CC1=CC2=C(N=C3N2[C@H]2C4=C(C(N([C@@H]3C2)C([2H])([2H])[2H])=O)C=CC=C4C#CC)C=C1